ClC=1C=C(C=CC1Cl)CC(=O)N(CC(C=1C=NC=CC1)O)CC(C)(C)O 2-(3,4-dichlorophenyl)-N-(2-hydroxy-2-methylpropyl)-N-[2-hydroxy-2-(3-pyridyl)ethyl]acetamide